5-(3-((1-acetylazetidin-3-yl)ethynyl)-6-(benzyloxy)-2-fluorophenyl)-1,2,5-thiadiazolidin-3-one 1,1-dioxide C(C)(=O)N1CC(C1)C#CC=1C(=C(C(=CC1)OCC1=CC=CC=C1)N1CC(NS1(=O)=O)=O)F